BrC1=NC=C(C=C1)C=1C2=CC=CC=C2C(=C2C=C(C=CC12)C1=CC=CC=C1)C1=CC=CC=C1 2-bromo-5-(3,10-diphenylanthracen-9-yl)pyridine